FC=1C=C(C=CC1)C=CC(=O)C1=CC=C(C=C1)O 3-(3-Fluorophenyl)-1-(4-hydroxyphenyl)prop-2-en-1-one